BrC=1C=C2C(N3C(=NC2=CC1)C(=CC=C3)C(=O)NC3CCCCC3)=O 2-bromo-N-cyclohexyl-11-oxo-11H-pyrido[2,1-b]quinazoline-6-carboxamide